BrC=1C(=NC(=CC1NC(=O)SNC(C1=CC=CC=C1)=O)C)C N-((3-bromo-2,6-dimethylpyridin-4-yl)carbamoylthio)benzamide